C(CCCCCCC\C=C/CCCCCCCC)(=O)[O-].[NH4+] ammonium oleate salt